4-bromo-6-(2-cyano-2-methylpropoxy)pyrazolo[1,5-a]Pyridine-3-carbonitrile BrC=1C=2N(C=C(C1)OCC(C)(C)C#N)N=CC2C#N